(4-(trifluoromethoxy)phenyl)sulfonamide FC(OC1=CC=C(C=C1)S(=O)(=O)N)(F)F